Cl.C1(CC1)C(C)N 1-cyclopropylethanamine hydrochloride